5-((2'-chloro-[2,4'-bipyrimidine]-4-yl)ethynyl)-1H-indazole-1-carboxylic acid tert-butyl ester C(C)(C)(C)OC(=O)N1N=CC2=CC(=CC=C12)C#CC1=NC(=NC=C1)C1=NC(=NC=C1)Cl